4-(3-(2,6-difluoro-3-(propylsulfonamido)benzoyl)-1H-pyrrolo[2,3-b]pyridin-5-yl)benzenesulfonamide FC1=C(C(=O)C2=CNC3=NC=C(C=C32)C3=CC=C(C=C3)S(=O)(=O)N)C(=CC=C1NS(=O)(=O)CCC)F